2-chloro-6-methyl-4-(1-methyl-5-(3-(oxetan-3-yl)phenyl)-2-oxo-1,2-dihydropyridin-4-yl)-1-tosyl-1,6-dihydro-7H-pyrrolo[2,3-c]pyridin-7-one ClC1=CC2=C(C(N(C=C2C2=CC(N(C=C2C2=CC(=CC=C2)C2COC2)C)=O)C)=O)N1S(=O)(=O)C1=CC=C(C)C=C1